CN(C1(CN(C1)C1=C(C=C2C(=NN=C(C2=C1)NC(C)C=1C(=C(C#N)C=CC1)C)C)C(F)(F)F)C)C (1-((7-(3-(dimethylamino)-3-methylazetidin-1-yl)-4-methyl-6-(trifluoromethyl)phthalazin-1-yl)amino)ethyl)-2-methylbenzonitrile